C1(CC1)C1=NC=NC(=C1C1=NN2C(N(C(CC2)=O)[C@H](C)C2=CC(=C(C=C2)C=2N(C=C(N2)C(F)(F)F)CC)F)=C1)OC (R)-2-(4-cyclopropyl-6-methoxypyrimidin-5-yl)-4-(1-(4-(1-ethyl-4-(trifluoromethyl)-1H-imidazol-2-yl)-3-fluorophenyl)ethyl)-6,7-dihydropyrazolo[1,5-a]pyrimidin-5(4H)-one